6-((4-((1R,4S)-2-azabicyclo[2.2.1]heptan-2-yl)phenyl)amino)-3-methylbenzo[d]oxazol-2(3H)-one [C@@H]12N(C[C@@H](CC1)C2)C2=CC=C(C=C2)NC2=CC1=C(N(C(O1)=O)C)C=C2